2,3-diethyl-2,3-diphenylbutane C(C)C(C)(C(C)(C1=CC=CC=C1)CC)C1=CC=CC=C1